2-(4-((tetrahydro-2H-pyran-3-yl)oxy)phenyl)ethanol O1CC(CCC1)OC1=CC=C(C=C1)CCO